C(C)(C)(C)OCC=1C(=CC=CC1)COC(C)(C)C α,α'-di-t-butoxy-o-xylene